[1,3-bis[2,6-bis(1-ethylpropyl)phenyl]-4,5-dichloro-imidazol-2-ylidene]-dichloro-(2-methylpyridin-1-ium-1-yl)palladium C(C)C(CC)C1=C(C(=CC=C1)C(CC)CC)N1C(N(C(=C1Cl)Cl)C1=C(C=CC=C1C(CC)CC)C(CC)CC)=[Pd]([N+]1=C(C=CC=C1)C)(Cl)Cl